iodopropyl-methyl-dibutoxysilane ICCC[Si](OCCCC)(OCCCC)C